8-(6-(3-(Dimethylamino)propoxy)pyridin-3-yl)-7-fluoro-3-methyl-1-(tetrahydro-2H-pyran-4-yl)-1H-imidazo[4,5-c]cinnolin-2(3H)-one CN(CCCOC1=CC=C(C=N1)C1=CC=2C3=C(N=NC2C=C1F)N(C(N3C3CCOCC3)=O)C)C